N1(CCCN(CCCN(CCC1)CC=1C(=C(C(=O)N)C=C(C1)C)O)CC=1C(=C(C(=O)N)C=C(C1)C)O)CC=1C(=C(C(=O)N)C=C(C1)C)O 3,3',3''-[1,5,9-triazacyclododecane-1,5,9-triyltris(methylene)]tris(2-hydroxy-5-methylbenzamide)